Ethyl 3-amino-4-(3-methoxy-2-methyl-phenyl)-7-methyl-quinoline-2-carboxylate NC=1C(=NC2=CC(=CC=C2C1C1=C(C(=CC=C1)OC)C)C)C(=O)OCC